2,5,6-trifluoro-phenylboronic acid FC1=C(C(=C(C=C1)F)F)B(O)O